CN1C2CNCC1CCC2 9-methyl-3,9-diazabicyclo[3.3.1]nonane